C(C1=CC=NC=C1)N[C@H](CCO[C@@H]1C[C@H](C1)CCC1=NC=2NCCCC2C=C1)C(=O)O N-isonicotinyl-O-(trans-3-(2-(5,6,7,8-tetrahydro-1,8-naphthyridin-2-yl)ethyl)cyclobutyl)-D-homoserine